OCC(=O)NCC=1SC(=CC1)C(CSC=1C2=C(N=C(N1)C)N=CC=C2)=O 2-hydroxy-N-((5-(2-((2-methylpyrido[2,3-d]pyrimidin-4-yl)thio)acetyl)thiophen-2-yl)methyl)acetamide